N(=[N+]=[N-])CC1=CC=C(C=C1)C1=CC=C(C=C1)CN=[N+]=[N-] 4,4'-bis(azidomethyl)-1,1'-biphenyl